NC1=CC=CC(=N1)N1C(CCC(C1)CN1CCC1)=O 1-(6-aminopyridin-2-yl)-5-(azetidin-1-ylmethyl)piperidin-2-one